2-[4-(difluoromethyl)-7-methyl-6-[4-(4-methylsulfonyl-1-piperidinyl)phenyl]indazol-2-yl]-2-[(6R)-6-fluoro-6,7-dihydro-5H-pyrrolo[1,2-c]imidazol-1-yl]-N-thiazol-2-yl-acetamide FC(C=1C2=CN(N=C2C(=C(C1)C1=CC=C(C=C1)N1CCC(CC1)S(=O)(=O)C)C)C(C(=O)NC=1SC=CN1)C1=C2N(C=N1)C[C@@H](C2)F)F